2-Cyclopentyl-4-[(1S,2S)-2-hydroxycyclohexyloxy]-N-[(E,1S)-1-methyl-3-methylsulfonyl-allyl]pyrimidine-5-carboxamide C1(CCCC1)C1=NC=C(C(=N1)O[C@@H]1[C@H](CCCC1)O)C(=O)N[C@H](\C=C\S(=O)(=O)C)C